3-(4-((2-cyclopropylethyl)((1s,4s)-4-morpholinocyclohexyl)amino)-1-oxoisoindolin-2-yl)piperidine-2,6-dione C1(CC1)CCN(C1=C2CN(C(C2=CC=C1)=O)C1C(NC(CC1)=O)=O)C1CCC(CC1)N1CCOCC1